CC1=NC=C(C=N1)C(CC(=O)O)N1N=CC2=CC(=CC=C12)OCCC1=NC=2NCCCC2C=C1 3-(2-Methylpyrimidin-5-yl)-3-(5-(2-(5,6,7,8-tetrahydro-1,8-naphthyridin-2-yl)ethoxy)-1H-indazol-1-yl)propanoic acid